ClC=1C(=CC(=NC1)CC)C1=CC(=NN1)C(=O)N1CCC(CC1)C(=O)O 1-[5-(5-chloro-2-ethylpyridin-4-yl)-1H-pyrazole-3-carbonyl]piperidine-4-carboxylic acid